ClC1=CC=C2C(=N1)C(N(C21CCC(CC1)O)C)=O 2'-chloro-4-hydroxy-6'-methylspiro[cyclohexane-1,5'-pyrrolo[3,4-b]pyridin]-7'(6'H)-one